N-[3-cyano-5H,6H,7H-cyclopenta[b]pyridin-7-yl]-2-methylpyridine-4-carboxamide C(#N)C=1C=C2C(=NC1)C(CC2)NC(=O)C2=CC(=NC=C2)C